(2S,4R)-N-((R)-2-((tert-butyldimethylsilyl)oxy)-1-(4-ethynylphenyl)ethyl)-4-hydroxy-1-((S)-2-(8-hydroxyoctanamido)-3,3-dimethylbutanoyl)pyrrolidine-2-carboxamide [Si](C)(C)(C(C)(C)C)OC[C@@H](C1=CC=C(C=C1)C#C)NC(=O)[C@H]1N(C[C@@H](C1)O)C([C@H](C(C)(C)C)NC(CCCCCCCO)=O)=O